FC1=C(C(=CC(=C1F)CN1CC2(C1)CN(C2)S(=O)(=O)C)C(C)C)C2=CC=C(C=C2)C(C(F)(F)F)(C(F)(F)F)O 2-(2',3'-difluoro-6'-isopropyl-4'-((6-(methylsulfonyl)-2,6-diazaspiro[3.3]heptan-2-yl)methyl)-[1,1'-biphenyl]-4-yl)-1,1,1,3,3,3-hexafluoropropan-2-ol